F[B-](F)(F)F.[NH+]1=CC=CC=C1 Pyridin-1-ium tetrafluoroborate